1-isopropyl-1H-pyrazole-3-sulfonimidamide C(C)(C)N1N=C(C=C1)S(=O)(N)=N